C(C)(C)(C)N1N=C(C=C1N)C1CC(CC1)C=1OC(=CC1)C(C)(C)C 1-(tert-butyl)-3-(3-(5-(tert-butyl)furan-2-yl)cyclopentyl)-1H-pyrazol-5-amine